5-ethyl-2-[3-(trimethoxysilyl)propyl]-2H-tetrazole C(C)C=1N=NN(N1)CCC[Si](OC)(OC)OC